C1=NC=C(C2=CC=CC=C12)N1C(N(C[C@@H]1C#N)C1=CC(=NC=C1)C(F)(F)F)=O (R)-3-(isoquinolin-4-yl)-2-oxo-1-(2-(trifluoromethyl)pyridin-4-yl)imidazoline-4-carbonitrile